OC1(CCC2(OCCO2)CC1)C1=CC=C(C=N1)C1=CC(N(C=C1)C)=O 6-{8-hydroxy-1,4-dioxaspiro[4.5]decan-8-yl}-1'-methyl-1',2'-dihydro-[3,4'-bipyridin]-2'-one